[C@H]1(CC[C@H](CC1)CO)CO trans-1,4-cyclohexandimethanol